(S)-2-(2-(((tert-butyldiphenylsilyl)oxy)methyl)-5-(trifluoromethyl)-2,3-Dihydro-1H-pyrrolo[2,3-b]pyridin-1-yl)ethan-1-ol [Si](C1=CC=CC=C1)(C1=CC=CC=C1)(C(C)(C)C)OC[C@@H]1CC=2C(=NC=C(C2)C(F)(F)F)N1CCO